C(C)(=O)N1CCC(CC1)N1N=CC(=C1C(=O)NC=1C=NC(=C(C1)F)C#CC1=CC=CC=C1)Cl 1-(1-acetylpiperidin-4-yl)-4-chloro-N-(5-fluoro-6-(phenylethynyl)pyridin-3-yl)-1H-pyrazole-5-carboxamide